6-(4-(1-((2-(2,6-dioxopiperidin-3-yl)-4-fluoro-1,3-dioxoisoindolin-5-yl)methyl)piperidin-4-yl)piperazin-1-yl)-2-(4-phenoxyphenyl)nicotinamide O=C1NC(CCC1N1C(C2=CC=C(C(=C2C1=O)F)CN1CCC(CC1)N1CCN(CC1)C1=NC(=C(C(=O)N)C=C1)C1=CC=C(C=C1)OC1=CC=CC=C1)=O)=O